CC([O-])C.C(C)(=O)[Al+]C(C)=O diacetyl-aluminum isopropoxide